C=1N=CN2C1C1=CC=CC=C1C2C2CCC1=CN(N=C1C2=O)C 6-[5H-imidazo[4,3-a]isoindol-5-yl]-2-methyl-e-4,5,6,7-tetrahydro-2H-indazol-7-one